OC1C2(C(N(C(C1(CN(C2)CC=2C(=NC=CC2)C(=O)O)C(=O)OC)C2=NC=CC=C2)CC=2C(=NC=CC2)C(=O)O)C2=NC=CC=C2)C(=O)OC 6'-({9-hydroxy-1,5-bis(methoxycarbonyl)-2,4-bis(pyridin-2-yl)-3,7-diazabicyclo[3.3.1]nonan-3,7-diyl}bis(methylene))dipicolinic acid